BrCC(=O)C1=CC=C(C=C1)C#N 2-bromo-1-(4-cyanophenyl)ethanone